BrC1=CNC2=C(C=C(C(=C12)CN1N=C2C=CC(=CC2=C1O)C#N)OC)C 2-((3-bromo-5-methoxy-7-methyl-1H-indol-4-yl)methyl)-3-hydroxy-2H-indazole-5-carbonitrile